BrC1=NC=NN1 5-bromo-1,2,4-triazole